N-(4-(7-([1,2,4]triazolo[1,5-a]pyrazin-2-yl)-3-amino-1H-pyrazolo[4,3-c]pyridin-4-yl)benzyl)-5-fluoro-2-methoxybenzamide N=1C(=NN2C1C=NC=C2)C=2C1=C(C(=NC2)C2=CC=C(CNC(C3=C(C=CC(=C3)F)OC)=O)C=C2)C(=NN1)N